[O-]S(=O)(=O)C(F)(F)F.BrC=1C=C2C(=CN(C2=CC1)C)C(C1=CC(=C(C(=C1)OC)OC)OC)[P+](C1=CC=CC=C1)(C1=CC=CC=C1)C1=CC=CC=C1 ((5-bromo-1-methyl-1H-indol-3-yl)(3,4,5-trimethoxyphenyl)methyl)triphenylphosphonium triflate salt